O[C@@]1(CC[C@@H]2[C@H]3CC[C@@]4([C@H](CC[C@H]4[C@@H]3CC[C@@H]2C1)[C@@H]1[C@H](C1)CN1N=CC(=C1)C#N)C)C 1-(((1S,2R)-2-((3R,5R,8R,9R,10S,13S,14S,17R)-3-hydroxy-3,13-dimethylhexadecahydro-1H-cyclopenta[a]phenanthren-17-yl)cyclopropyl)methyl)-1H-pyrazole-4-carbonitrile